OC(C)(C)C=1C=COC1 4-(2-Hydroxypropan-2-yl)furan